(aminomethyl)-1-methyl-6-oxo-1,6-dihydropyridine-2-carboxylic acid methyl ester COC(=O)C=1N(C(C=CC1CN)=O)C